FC1=C(C(=CC(=C1)C=1C=NNC1)OC)C1=NN=C(S1)N(C1CC(NC(C1)(C)C)(C)C)C 5-(2-fluoro-6-methoxy-4-(1H-pyrazol-4-yl)phenyl)-N-methyl-N-(2,2,6,6-tetramethylpiperidin-4-yl)-1,3,4-thiadiazol-2-amine